NC(CC(=O)O)C(=O)OCN1N=C(C=C1C)C1=NN2C(N=C(C=C2N2CCOCC2)N2N=C(C=C2)C=2C=C(C=CC2)C)=C1 3-amino-4-[[5-methyl-3-[7-morpholino-5-[3-(m-tolyl)pyrazol-1-yl]pyrazolo[1,5-a]pyrimidin-2-yl]pyrazol-1-yl]methoxy]-4-oxo-butanoic acid